BrC1=CC2=C(NC(OC23CCN(CC3)C(=O)OC(C)(C)C)=O)N=C1 tert-butyl 6'-bromo-2'-oxo-1',2'-dihydrospiro[piperidine-4,4'-pyrido[2,3-d][1,3]oxazine]-1-carboxylate